1''-benzyl 7'-methyl 8'-methyl-3'H-dispiro[1,3-dioxolane-2,4'-benzopyran-2',4''-piperidine]-1'',7'-dicarboxylate CC1=C(C=CC=2C3(CC4(CCN(CC4)C(=O)OCC4=CC=CC=C4)OC21)OCCO3)C(=O)OC